3-(5-(((1S,2S)-2-(4-methoxy-4-methylpiperidin-1-yl)cyclopentyl)oxy)-1-oxoisoindolin-2-yl)piperidine-2,6-dione COC1(CCN(CC1)[C@@H]1[C@H](CCC1)OC=1C=C2CN(C(C2=CC1)=O)C1C(NC(CC1)=O)=O)C